methyl 5-(4-(tert-butoxycarbonyl) phenoxy)-2-methylbenzoate C(C)(C)(C)OC(=O)C1=CC=C(OC=2C=CC(=C(C(=O)OC)C2)C)C=C1